N-(2-(2-((2-(2,6-dioxopiperidin-3-yl)-1,3-dioxoisoindolin-4-yl)amino)ethoxy)ethyl)-3-(N-((1,2,3,5,6,7-hexahydro-s-indacen-4-yl)carbamoyl)sulfamoyl)-1-isopropyl-1H-pyrazol-5-carboxamide O=C1NC(CCC1N1C(C2=CC=CC(=C2C1=O)NCCOCCNC(=O)C1=CC(=NN1C(C)C)S(NC(NC1=C2CCCC2=CC=2CCCC12)=O)(=O)=O)=O)=O